(pyrrolidin-3-yl)-[1,2,4]triazolo[1,5-c]quinazolin N1CC(CC1)C1=NN2C=NC=3C=CC=CC3C2=N1